N-[(6-Amino-2-pyridyl)sulfonyl]-6-[6-[isopropyl(methyl)amino]-5-methyl-3-pyridyl]-2-[(4S)-2,2,4-trimethylpyrrolidin-1-yl]pyridin-3-carboxamid NC1=CC=CC(=N1)S(=O)(=O)NC(=O)C=1C(=NC(=CC1)C=1C=NC(=C(C1)C)N(C)C(C)C)N1C(C[C@@H](C1)C)(C)C